ClC1=CN=CC(=N1)NC1CCCCC1 6-Chloro-N-cyclohexylpyrazin-2-amine